ammonium dilauroyl glutamate N[C@@H](CCC(=O)OC(CCCCCCCCCCC)=O)C(=O)OC(CCCCCCCCCCC)=O.[NH4+]